C(=O)(OC(C)(C)C)N[C@H](CC1=CC=CC=C1)CO N-Boc-D-phenylalaninol